6,6-bis(((Z)-hept-4-en-1-yl)oxy)hexanenitrile C(CC\C=C/CC)OC(CCCCC#N)OCCC\C=C/CC